(3-((5-(4-cyanopyrimidin-5-yl)pyridin-2-yl)methyl)-1,2,3-oxadiazol-3-ium-5-yl)((5-(trifluoromethyl)pyridin-3-yl)carbamoyl)amide C(#N)C1=NC=NC=C1C=1C=CC(=NC1)C[N+]1=NOC(=C1)[N-]C(NC=1C=NC=C(C1)C(F)(F)F)=O